4-(4-Chlorophenyl)-5-(2,6-difluorophenyl)-3,6-dimethylpyridazine ClC1=CC=C(C=C1)C1=C(N=NC(=C1C1=C(C=CC=C1F)F)C)C